tert-butyl 4-(6-(4-nitro-1-(tetrahydro-2H-pyran-2-yl)-1H-pyrazol-3-yl)-1-(2,2,2-trifluoroethyl)-1H-pyrazolo[4,3-c]pyridin-4-yl)piperazine-1-carboxylate [N+](=O)([O-])C=1C(=NN(C1)C1OCCCC1)C1=CC2=C(C(=N1)N1CCN(CC1)C(=O)OC(C)(C)C)C=NN2CC(F)(F)F